(6R)-3-(5-(difluoromethoxy)-2-fluorophenyl)-1-(3-hydroxy-3-methylbutan-2-yl)-N-(3-methyl-1,1-dioxidothietan-3-yl)-4,5,6,7-tetrahydro-1H-indazole-6-carboxamide FC(OC=1C=CC(=C(C1)C1=NN(C=2C[C@@H](CCC12)C(=O)NC1(CS(C1)(=O)=O)C)C(C)C(C)(C)O)F)F